Cl.FC=1C=C2C(=NNC2=CC1OCCOC)C1=CC(=NO1)C1=CC=C(C=C1)C(=O)N1CCNCC1 5-fluoro-6-(2-methoxyethoxy)-3-{3-[4-(piperazine-1-carbonyl)-phenyl]-1,2-oxazol-5-yl}-1H-indazole hydrochloride